ClC1=C(C=C(C=C1NC1=NC=2N(C(=N1)NC1CC1)N=CC2C#N)C#N)N2CCN(CC2)C2CN(C2)C(=O)OC(C)(C)C tert-Butyl 3-(4-(2-chloro-5-cyano-3-((8-cyano-4-(cyclopropylamino) pyrazolo[1,5-a][1,3,5]triazin-2-yl)amino)phenyl)piperazin-1-yl)azetidine-1-carboxylate